C1(CC1)C=1C=NC=2N(C1)C=CN2 6-cyclopropylimidazo[1,2-a]pyrimidine